2-(2-amino-6-((4-isopropylphenyl)amino)-9H-purin-9-yl)-N-(1-ethyl-3-methyl-1H-pyrazol-5-yl)acetamide NC1=NC(=C2N=CN(C2=N1)CC(=O)NC1=CC(=NN1CC)C)NC1=CC=C(C=C1)C(C)C